C(C)(=O)OCCN(C)CCNC1=C2C(=NC(=N1)C1=CC=C(C=C1)NS(=O)(=O)C1=C(C=CC(=C1)Cl)F)NN=C2C 2-[[2-([6-[4-(5-chloro-2-fluorobenzenesulfonamido)phenyl]-3-methyl-1H-pyrazolo[3,4-d]pyrimidin-4-yl]amino)ethyl](methyl)amino]ethyl acetate